3-(2-isopropylphenyl)-5-oxo-1-((2-(trimethylsilyl)ethoxy)methyl)pyrrolidine-3-carboxamide C(C)(C)C1=C(C=CC=C1)C1(CN(C(C1)=O)COCC[Si](C)(C)C)C(=O)N